BrC1=CC(=C(C=2C=COC21)OCC2=NN(C=C2)C)CO (7-bromo-4-((1-methyl-1H-pyrazol-3-yl)methoxy)benzofuran-5-yl)methanol